C(C)OC(OCC)[SiH2]C=C diethoxymethyl-(vinyl)silane